6-(2,3-dichloropyridin-4-yl)-3-((R)-1-((R)-1,1-dimethylethylsulfinamido)-8-azaspiro[4.5]decan-8-yl)pyrazine ClC1=NC=CC(=C1Cl)C1=CN=C(C=N1)N1CCC2(CCC[C@H]2N[S@](=O)C(C)(C)C)CC1